NC=1C(=NC=CN1)S(=O)(=O)NC(=O)C=1C(=NC(=CC1)C=1C=NN(C1)CC(C)C)N1CCC(CC1)C N-(3-Aminopyrazin-2-yl)sulfonyl-6-(1-isobutylpyrazol-4-yl)-2-(4-methyl-1-piperidyl)pyridin-3-carboxamid